BrC1=NN2C(NC3=C(C2=O)C2(CCN(CC2)C(=O)OC(C)(C)C)OC3C)=N1 tert-butyl 2-bromo-5-methyl-8-oxo-5,8-dihydro-4H-spiro[furo[3,4-d][1,2,4]triazolo[1,5-a]pyrimidine-7,4'-piperidine]-1'-carboxylate